BrCCCCCCCCCCCCCCCCCCO bromostearyl alcohol